N-[2-(5-Methylamino-1H-indol-3-yl)ethyl]acetamide CNC=1C=C2C(=CNC2=CC1)CCNC(C)=O